5-((Z)-Undec-3-en-1-yl)resorcinol C(C\C=C/CCCCCCC)C=1C=C(C=C(O)C1)O